BrC=1C=C(OC=2C=C3C(=NC2)C(=NN3C)C)C=CC1 6-(3-bromophenoxy)-1,3-dimethyl-1H-pyrazolo[4,3-b]pyridine